[Br-].C(C)(C)(C)OC(=O)[Zn+2].[Br-] (tert-butoxycarbonyl)zinc(II) bromide